COC=1C=CC=2C=3N(C=NC2C1)N=C(N3)C3=CC=C(C=C3)OC 8-methoxy-2-(4-methoxyphenyl)[1,2,4]triazolo[1,5-c]quinazolin